dimethyl bipyridyl-4,4'-dicarboxylate N1=C(C=C(C=C1)C(=O)OC)C1=NC=CC(=C1)C(=O)OC